3,4-dichloro-2-(2-(2-hydroxyethyl)-5,6,7,8-tetrahydroimidazo[1,2-a]pyridin-6-yl)phenol ClC=1C(=C(C=CC1Cl)O)C1CCC=2N(C1)C=C(N2)CCO